C(C)OC(=O)C=1C(=C2C(=NC1)N(N=C2C)C2=CC(=CC(=C2)Cl)Cl)Cl 4-Chloro-1-(3,5-dichlorophenyl)-3-methyl-1H-pyrazolo[3,4-b]pyridine-5-carboxylic acid ethyl ester